3-((5-chloro-1H-indol-2-yl)methyl)-1-methyl-1-((3R)-1-(2-(tetrahydro-2H-pyran-2-yl)acetyl)piperidin-3-yl)urea ClC=1C=C2C=C(NC2=CC1)CNC(N([C@H]1CN(CCC1)C(CC1OCCCC1)=O)C)=O